C(N)(OC[C@@H](OC[C@H](OCCOC)[C@H](C)OCC1=CC=CC=C1)CO[C@H](CO[C@H](C(O[C@@H](CCCCCCCC(C)C)C)C)CC(C)C)C1CCCCC1)=O (((6S,9S,12S,15S,18r,19r)-6-((S)-1-(benzyloxy) ethyl)-12-cyclohexyl-15-isobutyl-16,18-dimethyl-19-(7-methyloctyl)-2,5,8,11,14,17-hexaoxa-nonadec-9-yl) methyl) carbamate